FC1=C(C(=O)N[C@H](C)\C=C\S(=O)(=O)C)C=CC(=C1)N1C(COCC1)C1=C(C=CC=C1)F 2-Fluoro-4-(3-(2-fluorophenyl)morpholino)-N-((R,E)-4-(methylsulfonyl)but-3-en-2-yl)benzamide